SC1=CC=C(C=C1)B(O)O 4-mercaptophenylboronic acid